8-(4-(azidomethyl)phenyl)-6-methyloctan-2,7-dienoic acid tert-butyl ester C(C)(C)(C)OC(C=CCCC(C=CC1=CC=C(C=C1)CN=[N+]=[N-])C)=O